BrC=1C(=NN(C1)C1OCCCC1)NCC1=C(C=CC=C1)C(F)(F)F [4-Bromo-1-(tetrahydro-pyran-2-yl)-1H-pyrazol-3-yl]-(2-trifluoromethyl-benzyl)-amine